C1(=CC=C(C=C1)N(C1=CC=C(C=C1)C1=CC=C(C=C1)C=O)C1=CC=C(C=C1)C1=CC=CC=C1)C1=CC=CC=C1 4'-(bis([1,1'-biphenyl]-4-yl)amino)-[1,1'-biphenyl]-4-carbaldehyde